[Ag].[Cu].[Zn].[Al] aluminum-zinc-copper-silver